3,3-dimethyl-1-indenol CC1(C=C(C2=CC=CC=C12)O)C